C1(CCCCCCC1)OC(=O)COC(=O)C1C2C=CC(C1)C2 5-cyclooctyloxycarbonylmethyloxycarbonyl-bicyclo[2.2.1]hept-2-ene